C(C)(=O)C1=C(CCC1)C 1-acetyl-2-methyl-1-cyclopentene